ClC=1C(=CC(=C(C1)N(C(=O)[C@H]1N(C([C@@]([C@H]1O)(C)O)=O)C1=NC(=CC(=C1)C(F)(F)F)C)C)F)F (2S,3S,4S)-N-(5-chloro-2,4-difluorophenyl)-3,4-dihydroxy-N,4-dimethyl-1-(6-methyl-4-(trifluoromethyl)pyridin-2-yl)-5-oxopyrrolidine-2-carboxamide